C(C)(C)(C)OC(=O)N1[C@H]2CN(C[C@@H]1CC2)C2=NC(=CC1=CC(=CC=C21)Cl)Cl (1R,5S)-3-(3,6-dichloroisoquinolin-1-yl)-3,8-diazabicyclo[3.2.1]octane-8-carboxylic acid tert-butyl ester